C1N(CC2=CC=CC=C12)C=1C(=NN2C1N=CC=C2C=2C=NNC2)C(=O)NC2=CC=C(C=C2)OC (isoindolin-2-yl)-N-(4-methoxyphenyl)-7-(1H-pyrazol-4-yl)pyrazolo[1,5-a]pyrimidine-2-carboxamide